CN1C(=NN=C1)C1(COCC1)C=1C=C(N)C=CC1 3-(3-(4-methyl-4H-1,2,4-triazol-3-yl)tetrahydrofuran-3-yl)aniline